4-{(2R)-2-[(1S,3S,5S)-3,5-Dimethyl-2-oxocyclohexyl]-2-hydroxyethyl}piperidine-2,6-dione C[C@@H]1C([C@@H](C[C@H](C1)C)[C@@H](CC1CC(NC(C1)=O)=O)O)=O